NC1=NC=C(C2=C1C(=NN2C(C)C)C2=CC(=C(C=C2)NS(=O)(=O)C2=C(C=CC(=C2)F)Cl)F)C2=CCC(CC2)NC2COC2 N-(4-(4-amino-1-isopropyl-7-(4-(oxetan-3-ylamino)cyclohex-1-en-1-yl)-1H-pyrazolo[4,3-c]pyridin-3-yl)-2-fluorophenyl)-2-chloro-5-fluorobenzenesulfonamide